monopentylether C(CCCC)OCCCCC